NC1=C(C=C(C=N1)C=1C=C2C=C(NC2=CC1)C(=O)O)OCC1=C(C=CC=C1Cl)Cl 5-[6-amino-5-(2,6-dichloro-benzyloxy)-pyridin-3-yl]-1H-indole-2-carboxylic acid